C(CCCCCCCCCCCCCCCCCCC)NCCCCCCCCCCCCCCCCCCCC diarachidyl-amine